C(C)(C)(C)N(C(O)=O)[C@H](C)CCOC1=C(C=C(C=C1)F)[C@@H]1N(CCC1)C=1C=CC=2N=CN=C(C2N1)Cl.C(NC(C1=CN=C(C=C1)NC1=NC(=NC=C1)C)=O)([2H])([2H])[2H] N-(methyl-d3)-6-((2-methylpyrimidin-4-yl)amino)nicotinamide Tert-butyl-((R)-4-(2-((R)-1-(4-chloropyrido[3,2-d]pyrimidin-6-yl)tetrahydropyrrol-2-yl)-4-fluorophenoxy)butan-2-yl)carbamate